1-(tert-butyl)-6-(cyclopropylmethyl)-N-(1-(3,4,5-trimethoxyphenyl)-1H-imidazol-4-yl)-1H-pyrazolo[3,4-d]pyrimidin-4-amine C(C)(C)(C)N1N=CC=2C1=NC(=NC2NC=2N=CN(C2)C2=CC(=C(C(=C2)OC)OC)OC)CC2CC2